C(\C=C\CCC(=O)O)(=O)O (E)-hex-2-endioic acid